ClC=1C=C2C(=CN=C(C2=CN1)C)[C@H](CC)N[S@@](=O)C(C)(C)C (S)-N-((S)-1-(6-Chloro-1-methyl-2,7-naphthyridin-4-yl)propyl)-2-methylpropane-2-sulfinamide